CN1N=CC=2N=C(N=C(C21)N2[C@@H](CCC2)CO)NC=2N=CN(C2)C2=CC(=C(C(=C2)OC)OC)OC (S)-(1-(1-methyl-5-((1-(3,4,5-trimethoxyphenyl)-1H-imidazol-4-yl)amino)-1H-pyrazolo[4,3-d]pyrimidin-7-yl)pyrrolidin-2-yl)methanol